CN(C)CCCCCCCCCCC N,N-dimethyl-undecylamine